C1(=CC=CC=C1)CCC(=O)NC1=CC=C(C=C1)S(=O)(=O)N1CCCC1 3-phenyl-N-[4-(1-pyrrolidinylsulfonyl)phenyl]propanamide